N-acetyl-2-(4-nitrophenyl)ethylamine C(C)(=O)NCCC1=CC=C(C=C1)[N+](=O)[O-]